tert-Butyl N-[2-[4-(2-tetrahydropyran-4-yl-5H-pyrrolo[2,3-b]pyrazin-7-yl)piperidine-1-carbonyl]-5-(trifluoromethoxy)phenyl]carbamate O1CCC(CC1)C=1N=C2C(=NC1)NC=C2C2CCN(CC2)C(=O)C2=C(C=C(C=C2)OC(F)(F)F)NC(OC(C)(C)C)=O